[N+](=[N-])=CC(=O)C=1C=NN(C1C(F)(F)F)C1=CC=CC=C1 2-Diazo-1-(1-phenyl-5-(trifluoromethyl)-1H-pyrazol-4-yl)ethan-1-one